3-(2-amino-6-{1-[(6-methyl-2-pyridinyl)methyl]-1H-1,2,3-triazol-4-yl}-4-pyrimidinyl)-2-methoxybenzonitrile NC1=NC(=CC(=N1)C=1C(=C(C#N)C=CC1)OC)C=1N=NN(C1)CC1=NC(=CC=C1)C